NCCCN(CCC)C1=C(C=2CCCCC2C=C1)O ((2-aminomethylethyl)(propyl)amino)-5,6,7,8-tetrahydronaphthalen-1-ol